tertbutyl 3-(4-fluoropyridin-3-yl)azetidine-1-carboxylate FC1=C(C=NC=C1)C1CN(C1)C(=O)OC(C)(C)C